[Br-].C[Si](O[Si](O[Si](C)(C)C)(O[Si](C)(C)C)CCCNC(CCCCC[N+](CC#C)(C)C)=O)(C)C 6-((3-(1,1,1,5,5,5-hexamethyl-3-((trimethylsilyl)oxy)trisiloxan-3-yl)propyl)amino)-N,N-dimethyl-6-oxo-N-(prop-2-yn-1-yl)hexan-1-aminium bromide